3-(2-amino-4-(3,4-difluorophenyl)thiazol-5-yl)oxetan-3-ol NC=1SC(=C(N1)C1=CC(=C(C=C1)F)F)C1(COC1)O